C(C)(=O)NCCNCC(=O)[O-] 2-acetamidoethylaminoacetate